C(C)(C)(C)C1C(CC12CCC(CC2)N(C([O-])=O)C)=NO 3-Tert-butyl(2-(hydroxyimino)spiro[3.5]nonan-7-yl)(methyl)carbamate